ClC1=CC=C(CN2C(=NC=3N(C(N(C(C23)=O)CCCO)=O)C)C#CCOC2CCC(CC2)=O)C=C1 (4-chlorobenzyl)-1-(3-hydroxypropyl)-3-methyl-8-(3-((4-oxocyclohexyl)oxy)prop-1-yn-1-yl)-3,7-dihydro-1H-purine-2,6-dione